2,2-dimethyl-1,3-propanediol zinc [Zn].CC(CO)(CO)C